(S)-2-((2-((S)-4-(difluoromethyl)-2-oxooxazolidin-3-yl)-10-methoxy-5,6-dihydrobenzo[f]imidazo[1,2-d][1,4]oxazepin-9-yl)amino)propanamide FC([C@H]1N(C(OC1)=O)C=1N=C2N(CCOC3=C2C=C(C(=C3)N[C@H](C(=O)N)C)OC)C1)F